CC1=C2C(=NC=C1)N(C=N2)C2=CC=C(N)C=C2 4-(7-methylimidazo[4,5-b]pyridin-3-yl)-aniline